C(C(O)C)(=O)OCCCCCC(C)C isooctyl lactate